O=C1NC(CCC1NC(=O)C1=CC=C(C=N1)OC1CC(C1)N(C(C)C)CC1CCN(CC1)C(=O)OC(C)(C)C)=O tert-butyl 4-[[[3-[[6-[(2,6-dioxo-3-piperidyl)carbamoyl]-3-pyridyl]oxy] cyclobutyl]-isopropyl-amino]methyl]piperidine-1-carboxylate